OC(CC(=O)O)CCCCCCCCCCCCCCC 3-Hydroxy-octadecanoic acid